FC(F)C1OC2=C(CC1)C=CC=C2 difluoromethyl-2,3-dihydrobenzopyran